FC1=CC=C(C=C1)C=CC(=O)C1=CC=C(C=C1)C 3-(4-fluorophenyl)-1-p-methylphenyl-2-propen-1-one